N-[N-[1(S)-carboxy-3-phenylpropyl]-(S)-phenylalanyl]-(S)-isoserine C(=O)(O)[C@H](CCC1=CC=CC=C1)N[C@@H](CC1=CC=CC=C1)C(=O)NC[C@H](O)C(=O)O